[N-](S(=O)(=O)C(F)(F)F)S(=O)(=O)C(F)(F)F.C(C)N1N=[N+](C=C1)C 1-eth-yl-3-methyl-1H-1,2,3-triazol-3-ium bis(trifluoromethylsulfonyl)imide